[N-](S(=O)(=O)C(F)(F)F)S(=O)(=O)C(F)(F)F.C(=C)N1CN(C=C1)C 1-vinyl-3-methylimidazole bis(trifluoromethylsulfonyl)imide salt